6-bromo-2-methyl-1-((tetrahydro-2H-pyran-4-yl)methyl)-1H-imidazo[4,5-b]pyrazine BrC1=CN=C2C(=N1)N(C(=N2)C)CC2CCOCC2